ClC=1C=C(CN2N=C(N=N2)C2=CC=CC(=N2)[C@@](CS(=O)(=O)N)(C)O)C=C(C1)OC(F)(F)F (R)-2-(6-(2-(3-chloro-5-(trifluoromethoxy)benzyl)-2H-tetrazol-5-yl)pyridin-2-yl)-2-hydroxy-propane-1-sulfonamide